Cl.N(N)CC(=O)OCC ethyl 2-hydrazinylacetate hydrochloride